FC(C=1C(=CC=CC1)C(=O)NC1=CC(=CC=C1)OC(C)C)(F)F α,α,α-trifluoro-3'-isopropoxy-o-toluanilide